BrC1=C(C=NN(C1=O)CC1=CC=C(C=C1)OC)N[C@H](CCCN1C(C2=CC=C(C=C2C=C1)C1=NC=C(C=N1)C(F)(F)F)=O)C 2-[(4S)-4-[[5-bromo-1-[(4-methoxyphenyl)methyl]-6-oxo-pyridazin-4-yl]amino]pentyl]-6-[5-(trifluoromethyl)pyrimidin-2-yl]isoquinolin-1-one